NC1=NC=NN2C1=C(C=C2C=2C=C(C(=NC2)C)C(=O)NC2CN(CC2F)C(=O)C2CCC(CC2)(F)F)C(F)(F)F 5-[4-amino-5-(trifluoromethyl)pyrrolo[2,1-f][1,2,4]triazin-7-yl]-N-[1-(4,4-difluorocyclohexanecarbonyl)-4-fluoropyrrolidin-3-yl]-2-methylpyridine-3-carboxamide